N1(CCCCC1)C[C@H]1N(CC2=CC=CC=C2C1)C(=O)C1=C(C=C2CCNCC2=C1)C=1C(=C2C=CC=CN2C1)C(=O)O [7-[(3S)-3-(1-piperidinylmethyl)-3,4-dihydro-1H-isoquinoline-2-carbonyl]-1,2,3,4-tetrahydroisoquinolin-6-yl]indolizine-1-carboxylic acid